N[C@@H](CC(=O)O)C(=O)O.N[C@@H](CO)C(=O)O serine aspartate